C(=C)S(=O)(=O)CC(CS(=O)(=O)C=C)O 1,3-bis(vinylsulfonyl)2-propanol